BrC1=C(C(C(=O)N)=C(C=C1C(F)(F)F)[2H])[2H] 3-bromo-4-(trifluoromethyl)benzamide-2,6-d2